(2S,4R)-4-hydroxy-1-(3-hydroxybenzoyl)-N-(4-(4-methylthiazol-5-yl)benzyl)pyrrolidine-2-carboxamide O[C@@H]1C[C@H](N(C1)C(C1=CC(=CC=C1)O)=O)C(=O)NCC1=CC=C(C=C1)C1=C(N=CS1)C